N-(2-(3,3-difluorocyclobutyl)-6-fluorophenyl)-3,3-dimethylbutanamide FC1(CC(C1)C1=C(C(=CC=C1)F)NC(CC(C)(C)C)=O)F